NC(C(=O)NC1=NC(=C(C=C1)C=1C=[N+](C=CC1C)[O-])F)=C(C1CC1)C1CC1 (2S)-2-amino-3,3-dicyclopropyl-N-[6-fluoro-5-(4-methyl-1-oxido-pyridin-1-ium-3-yl)-2-pyridyl]propenamide